2-(4-cyanophenoxy)acetaldehyde C(#N)C1=CC=C(OCC=O)C=C1